2-(5-methyl-1,3,4-oxadiazol-2-yl)-N-(4-methyl-3-pyridin-2-ylphenyl)pyrrolidine-1-carboxamide CC1=NN=C(O1)C1N(CCC1)C(=O)NC1=CC(=C(C=C1)C)C1=NC=CC=C1